FC1=C(C=C(C=C1)NC(=O)[C@@H]1CNC[C@@H]1C)C (3S,4R)-N-(4-fluoro-3-methylphenyl)-4-methylpyrrolidine-3-carboxamide